1-(1-(2-fluoroacryloyl)azetidin-3-yl)-6-methyl-3-(4-(trifluoromethyl)phenyl)-1,6-dihydro-7H-pyrazolo[4,3-d]pyrimidin-7-one FC(C(=O)N1CC(C1)N1N=C(C=2N=CN(C(C21)=O)C)C2=CC=C(C=C2)C(F)(F)F)=C